C1(=CC=CC=C1)CCCOC(=O)[C@@H]1NC(CC1)=O (R)-5-Oxopyrrolidine-2-carboxylic acid 3-phenylpropyl ester